C(C)(C)(C)OC(=O)N1C[C@@H](N(CC1)C1=NC=NC2=CC(=C(C=C12)Cl)C1=NC(=CC=C1C(F)(F)F)N)C (3S)-4-[7-[6-amino-3-(trifluoromethyl)pyridin-2-yl]-6-chloroquinazolin-4-yl]-3-methylpiperazine-1-carboxylic acid tert-butyl ester